C(C)(C)(C)C1=CC=NC2=CC=CC=C12 4-(tert-butyl)quinoline